BrC1=C(C=C(C=NO)C=C1F)F 4-bromo-3,5-difluoro-benzaldoxime